(S)-4-((2-((1-(5-(2-(diisopropylcarbamoyl)-4-fluorophenoxy)pyrimidine-4-yl)pyrrolidin-3-yl)methyl)-2,7-diazaspiro[3.5]nonan-7-yl)sulfonyl)piperazine-1-carboxylic acid tert-butyl ester C(C)(C)(C)OC(=O)N1CCN(CC1)S(=O)(=O)N1CCC2(CN(C2)C[C@H]2CN(CC2)C2=NC=NC=C2OC2=C(C=C(C=C2)F)C(N(C(C)C)C(C)C)=O)CC1